2-chloro-7-isopropyl-4,8-dimethyl-7,8-dihydropteridin-6(5H)-one ClC1=NC=2N(C(C(NC2C(=N1)C)=O)C(C)C)C